ClC1=C(C(=O)C2=CNC=3N=CN=C(C32)N[C@H]3CN(CCC3)C(=O)OC(C)(C)C)C=CC(=C1)OC1=CC=CC=C1 tert-butyl (R)-3-((5-(2-chloro-4-phenoxybenzoyl)-7H-pyrrolo[2,3-d]pyrimidin-4-yl)amino)piperidine-1-carboxylate